C(C)(C)(C)OC(N(C)CCN(C)CC=1C(=NNC1)I)=O tert-butyl-N-(2-{[(3-iodo-1H-pyrazol-4-yl) methyl](methyl) amino} ethyl)-N-methylcarbamate